C(C)(C)(C)OC1=CC=C(C=C1)C[C@@H](C(=O)O)NC(=O)OCC1C2=CC=CC=C2C=2C=CC=CC12 (2S)-3-(4-tert-butoxyphenyl)-2-(9H-fluoren-9-ylmethoxycarbonylamino)propionic acid